rac-(3aS,7aS)-benzyl hexahydro-1H-pyrrolo[2,3-c]pyridine-6(2H)-carboxylate N1CC[C@@H]2[C@H]1CN(CC2)C(=O)OCC2=CC=CC=C2 |r|